CN1CC(C1)(C)[C@](O)(C1=CC=C(C=C1)C(C)C)C=1C=NC=C(C1)CC (R)-(1,3-dimethyl-azetidin-3-yl)-(5-ethyl-pyridin-3-yl)-(4-isopropyl-phenyl)-methanol